(S)-3-amino-2,3-dihydrobenzo[b][1,4]oxazepin-4(5H)-one N[C@@H]1C(NC2=C(OC1)C=CC=C2)=O